6,7-difluoro-1-methyl-4-((2-(trimethylsilyl)ethoxy)methyl)-1,4-dihydro-5H-[1,2,3]triazolo[4,5-c]isoquinolin-5-one FC1=C(C=CC=2C3=C(N(C(C12)=O)COCC[Si](C)(C)C)N=NN3C)F